C(C)(=O)NC1=NC=CC(=C1)C1=C(N=C(N1COCC[Si](C)(C)C)SC)C1=C(C=CC=C1)NC(C1=NC=CC=C1)=O N-(2-(5-(2-acetamidopyridin-4-yl)-2-(methylthio)-1-((2-(trimethylsilyl)ethoxy)methyl)-1H-imidazol-4-yl)phenyl)picolinamide